C(C)OC1=CC(=C(C(=O)[O-])C(=C1)O)C=CC1=CC=C(C=C1)F 4-ethoxy-2-(4-fluorophenylvinyl)-6-hydroxybenzoate